C(CCC)[Sn]C Butyl-methyl-tin